NC=1N=C(SC1C(=O)C=1C=NC(=CC1)C(F)(F)F)N(C1=CC=C(C=C1)F)[C@@H](C(=O)N)C (R)-2-(N-[4-Amino-5-[6-(trifluoromethyl)pyridin-3-carbonyl]thiazol-2-yl]-4-fluoroanilino)propanamid